C(C)OC(COC1(CNC1)C1=NNC(=C1)Br)=O.BrC1=CC(=NN1)C1(CN(C1)C(=O)OC(C)(C)C)OCC(=O)OCC tert-butyl 3-(5-bromo-1H-pyrazol-3-yl)-3-(2-ethoxy-2-oxoethoxy)azetidine-1-carboxylate Ethyl-{[3-(5-bromo-1H-pyrazol-3-yl)azetidin-3-yl]oxy}acetate